COC=1C=C(C=NC1OC)C=1C=C2C(=NC=NC2=C(C1)C1=CC=C(C(=O)NC)C=C1)C 4-(6-(5,6-Dimethoxypyridin-3-yl)-4-methylquinazolin-8-yl)-N-methylbenzamide